COC(N(C)C=1C(=NC(=NC1N)C1=NN(C2=C(C=CC=C12)F)CC=1C=NC=CC1)N)=O.FC1=C(C(=CC(=C1)C1=C(C=CC=C1)[N+](=O)[O-])F)F 1,2,3-trifluoro-5-(2-nitrophenyl)benzene methyl-(4,6-diamino-2-(7-fluoro-1-(pyridin-3-ylmethyl)-1H-indazol-3-yl)pyrimidin-5-yl)(methyl)carbamate